5-(4-(((2-Fluorophenyl)amino)methyl)-2-(6-methylpyridin-2-yl)-1H-imidazol-1-yl)-1H-indazole FC1=C(C=CC=C1)NCC=1N=C(N(C1)C=1C=C2C=NNC2=CC1)C1=NC(=CC=C1)C